CC1(O[C@@H]2[C@H](O1)[C@H](C[C@H]2N2C=CC1=C2N=CN=C1NCC1=CC=C(C=C1)OC)C=1C=NN(C1)C1OCCCC1)C 7-[(3aS,4R,6R,6aR)-2,2-Dimethyl-6-[1-(oxan-2-yl)pyrazol-4-yl]-tetrahydro-3aH-cyclopenta[d][1,3]dioxol-4-yl]-N-[(4-methoxyphenyl)methyl]pyrrolo[2,3-d]pyrimidin-4-amine